COC=1C=C2C(=NC=NC2=CC1OC)C1=CC=C(CCS(=O)(C)=N)C=C1 (4-(6,7-dimethoxyquinazolin-4-yl)phenethyl)(imino)(methyl)-λ6-sulfanone